2-fluoro-5-(pyrazin-2-yl)benzoic acid FC1=C(C(=O)O)C=C(C=C1)C1=NC=CN=C1